5-(1H-pyrazol-1-yl)-4,5,6,7-tetrahydro-1H-indazole-3-carboxamide N1(N=CC=C1)C1CC=2C(=NNC2CC1)C(=O)N